FC1(CNC2(C1O)CC(C(C2)F)F)F 3,3,7,8-tetrafluoro-1-azaspiro[4.4]nonan-4-ol